C(C)OC(=C)C1=CC(=NC=C1)NC(C)=O N-(4-(1-ethoxyvinyl)pyridin-2-yl)acetamide